C(#N)C1=CC(=C(C(=C1)F)NC=1N(C2=NC(=NC=C2N1)N[C@H](CO)C)C1CCC(CC1)C(=O)N)F (1R,4s)-4-(8-(4-cyano-2,6-difluorophenylamino)-2-((S)-1-hydroxypropan-2-ylamino)-9H-purin-9-yl)cyclohexanecarboxamide